7-methyl-2-((4-methyl-6-(3-methylthiophen-2-yl)pyridin-3-yl)amino)-9-(tetrahydro-2H-pyran-4-yl)-7,9-dihydro-8H-purin-8-one CN1C(N(C2=NC(=NC=C12)NC=1C=NC(=CC1C)C=1SC=CC1C)C1CCOCC1)=O